Cl.ClC=1C=C(C=C(C1)Cl)C=1OC2=C(N1)C=CC(=C2)C(=O)O[C@@H]2C[C@@H](CC2)N(C)C Cis-3-(dimethylamino)cyclopentyl 2-(3,5-dichlorophenyl)benzo-[d]oxazole-6-carboxylate-HCl salt